FC1=CC=CC=2C(N(N=NC21)[C@H](C)[C@@](CN2N=CN=C2)(O)C2=C(C=C(C=C2)F)F)=O 8-fluoro-3-[(2R,3R)-3-(2,4-difluorophenyl)-3-hydroxy-4-(1,2,4-triazol-1-yl)-2-butyl]1,2,3-benzotriazin-4-one